1'-(3-(difluoromethoxy)phenyl)-2'-oxospiro[cyclopropane-1,3'-indoline]-5'-Formaldehyde FC(OC=1C=C(C=CC1)N1C(C2(C3=CC(=CC=C13)C=O)CC2)=O)F